Cl.Cl.F[P-](F)(F)(F)(F)F.N1(N=NC2=C1N=CC=C2)OC(=[N+](C)C)N(C)C O-(7-azabenzotriazol-1-yl)-N,N,N',N'-tetramethyluronium hexafluorophosphate HCl Hydrogen chloride